COC1=C(C=CC(=C1)OC)C1=CC(=CC=C1)[C@H](CC(=O)OCC)NC(=O)NC=1C(N(C=C(C1O)C)C)=O ethyl (S)-3-(2',4'-dimethoxybiphenyl-3-yl)-3-(3-(4-hydroxy-1,5-dimethyl-2-oxo-1,2-dihydro pyridin-3-yl)ureido)propanoate